CAPRYLYLGLYCERYLETHER C(CCCCCCC)(=O)OCC(O)CO